FC=1C=NC(=C(C(=O)N(C)CC2=CC(=CC=C2)F)C1)OC 5-fluoro-N-(3-fluorobenzyl)-2-methoxy-N-methylnicotinamide